(S)-2-(2-fluoro-4-(5-oxopyrrolidin-2-yl)phenyl)-N-(3-(4-fluoropiperidin-1-yl)propyl)benzo[d]imidazo[2,1-B]thiazole-7-carboxamide FC1=C(C=CC(=C1)[C@H]1NC(CC1)=O)C=1N=C2SC3=C(N2C1)C=CC(=C3)C(=O)NCCCN3CCC(CC3)F